Tetrakis-dimethylamino-hafnium CN(C)[Hf](N(C)C)(N(C)C)N(C)C